CC1(N2C=3N=C(C=CC3C(NS(C=3C=CC=C(NCCC[C@@H](C1)C2)N3)(=O)=O)=O)N3C(N2C(CCCC2)C3)=O)C (14S)-12,12-dimethyl-8-[3-oxo-octahydroimidazo[1,5-a]pyridin-2-yl]-2λ6-thia-3,9,11,18,23-pentaazatetracyclo[17.3.1.111,14.05,10]tetracosa-1(23),5(10),6,8,19,21-hexaene-2,2,4-trione